[NH4+].C(C1=CC=CC=C1)(=S)[O-] thiobenzoic acid ammonium salt